Difluoroacetaldehyde ethyl hemiacetal C(C)OC(C(F)F)O